N-(1-(4-chlorophenyl)-1H-benzo[d][1,2,3]triazol-6-yl)acetamide ClC1=CC=C(C=C1)N1N=NC2=C1C=C(C=C2)NC(C)=O